methanesulfonamide citrate C(CC(O)(C(=O)O)CC(=O)O)(=O)O.CS(=O)(=O)N